OC1=CC=C(C=C1O)C1CC(=NN1C(=O)OC)C1=CC=C(C=C1)OC1=CC=C(C=C1)OCC methyl 5-(4,5-dihydroxyphenyl)-3-(4-(4-ethoxyphenoxy) phenyl)-4,5-dihydro-1H-pyrazole-1-carboxylate